2-(benzyloxy)-5-bromopyridine-4-carboxamide C(C1=CC=CC=C1)OC1=NC=C(C(=C1)C(=O)N)Br